(R)-3-(4-((2-(1H-indol-3-yl)ethyl)amino)-7-(hydroxymethyl)-7,8-dihydro-6H-pyrimido[5,4-b][1,4]oxazin-2-yl)pyridin-2-ol N1C=C(C2=CC=CC=C12)CCNC1=NC(=NC2=C1OC[C@H](N2)CO)C=2C(=NC=CC2)O